NC=1C=NC=C(C1)C(F)(F)F 3-amino-5-(trifluoromethyl)pyridine